BrC1=NC(=NC(=C1N)Br)C(F)(F)F 4,6-dibromo-2-(trifluoromethyl)pyrimidin-5-amine